C(#C)C1=CC(=C(C#N)C=C1)C(F)(F)F 4-ethynyl-2-(trifluoromethyl)benzonitrile